C(C=C)(=O)O.NCCC(=O)O.NCCC(=O)O di-β-alanine acrylate